tert-butyl (2R)-4-cyclobutyl-2-(hydroxymethyl)pyrrolidine-1-carboxylate C1(CCC1)C1C[C@@H](N(C1)C(=O)OC(C)(C)C)CO